(2-(1H-imidazol-4-yl)ethyl)piperidine-2,6-dione N1C=NC(=C1)CCN1C(CCCC1=O)=O